CC1(OCC(O1)CO)C 2,2-dimethyl-1,3-dioxolane-4-methanol